OC=1C=C(C=CC1)C=1C(OC2=CC=C(C=C2C1C)O)C1=CC=C(C=C1)C#CCN1CCN(CC1)C 3-(3-Hydroxyphenyl)-4-methyl-2-{4-[3-(4-methylpiperazin-1-yl)prop-1-ynyl]phenyl}-2H-chromen-6-ol